CN1N=C(C=C1CO)[N+](=O)[O-] (1-Methyl-3-nitro-1H-pyrazol-5-yl)methanol